(3-((tetrahydro-2H-pyran-2-yl)oxy)prop-1-yn-1-yl)pyridine O1C(CCCC1)OCC#CC1=NC=CC=C1